ClC=1C=C(C=CC1NC(\N=C\1/SCC(N1C1=C(C=CC(=C1)C)C(C)C)=O)=O)N1N=C(C(=C1C)NC(C1=CC=C(C=C1)OC(F)(F)F)=O)C N-[1-[3-chloro-4-[[(Z)-[3-(2-isopropyl-5-methyl-phenyl)-4-oxo-thiazolidin-2-ylidene]carbamoyl]amino]phenyl]-3,5-dimethyl-pyrazol-4-yl]-4-(trifluoromethoxy)benzamide